N1=CN=CC2=C1C(CN=C2)=O pyrido[3,4-e]pyrimidin-8(7H)-one